CC1=CC=C(C=C1)S(=O)(=O)OCCN1CCOCC1 2-MORPHOLINOETHYL 4-METHYLBENZENESULFONATE